calcium bis(monoethyl 3,5-di-t-butyl-4-hydroxybenzylphosphonate) C(C)C(C1=CC(=C(C(=C1)C(C)(C)C)O)C(C)(C)C)P([O-])([O-])=O.C(C)C(C1=CC(=C(C(=C1)C(C)(C)C)O)C(C)(C)C)P([O-])([O-])=O.[Ca+2].[Ca+2]